4-{1-{2-[(4-Aminophenyl)amino]-2-oxoethyl}-1H-benzimidazol-2-yl}-N-(3-methoxyphenyl)benzamide tert-butyl-(3S)-3-((4-(2-fluoro-3-pyridyl)pyrimidin-2-yl)amino)piperidine-1-carboxylate C(C)(C)(C)OC(=O)N1C[C@H](CCC1)NC1=NC=CC(=N1)C=1C(=NC=CC1)F.NC1=CC=C(C=C1)NC(CN1C(=NC2=C1C=CC=C2)C2=CC=C(C(=O)NC1=CC(=CC=C1)OC)C=C2)=O